OCC(CCO)CCCO 3-hydroxymethyl-1,6-hexanediol